C1(=CC=CC=C1)C1CCC2=NC=3C(=NC(=CC3)C=3C=NC(=NC3)C3NC(N4C3CNCC4)=O)N21 (5-(8-phenyl-7,8-dihydro-6H-pyrrolo[2',1':2,3]imidazo[4,5-b]pyridin-2-yl)pyrimidin-2-yl)hexahydroimidazo[1,5-a]pyrazin-3(2H)-one